NC1=C2C(=NC=N1)N(N=C2C=2C=CC1=C(CCO1)C2)C(C)C=2OC1=CC=CC=C1C(C2C2=CC(=CC=C2)F)=O 2-(1-(4-Amino-3-(2,3-dihydrobenzofuran-5-yl)-1H-pyrazolo[3,4-d]pyrimidin-1-yl)ethyl)-3-(3-Fluorophenyl)-4H-chromen-4-one